C=CCCC.[C] carbon pentaene